BrCCCNC1=CC(=NC2=CC=CC=C12)C1=CC=C(C=C1)OC N-(3-bromopropyl)-2-(4-methoxyphenyl)quinolin-4-amine